CC1(O[C@H]([C@@H](O1)C(=O)OCC)C=1SC(=CC1)Cl)C (4R,5R)-ethyl 2,2-dimethyl-5-(5-chlorothiophen-2-yl)-1,3-dioxolane-4-carboxylate